BrC1=C(C(=C(C=C1)C=1C(=NN(C1)CCOC(F)F)C(F)(F)F)F)F 4-(4-bromo-2,3-difluoro-phenyl)-1-[2-(difluoromethoxy)ethyl]-3-(trifluoromethyl)pyrazole